N-(2'-aminoethyl)-5-chloronaphthalene-1-sulfonylamine hydrochloride Cl.NCCNS(=O)(=O)C1=CC=CC2=C(C=CC=C12)Cl